P(=O)([O-])([O-])[O-].[Ca+2].[Ca+2].[Ca+2].[Ca+2].[Ca+2] tetracalcium calcium phosphate